COC1CC(C1)OC1=CC=C(C=C1)CO (4-(3-methoxycyclobutoxy)phenyl)methanol